dicyclohexyl-[2-[2,4,6-tri(propan-2-yl)phenyl]phenyl]phosphanium C1(CCCCC1)[PH+](C1=C(C=CC=C1)C1=C(C=C(C=C1C(C)C)C(C)C)C(C)C)C1CCCCC1